C(CCCCCCC)SCC=1C=C(C(=C(C1)CSCCCCCCCC)O)C 4,6-bis(octylthiomethyl)-ortho-cresol